N=1C=C(N2C1C=CC=C2)C2=CC(=NC=N2)NCC2=CC=C(C=C2)C=2NC=CN2 (6-imidazo[1,2-a]pyridin-3-yl-pyrimidin-4-yl)-[4-(1H-imidazol-2-yl)-benzyl]-amine